[4-[1-(2,2-dimethylpropyl)triazol-4-yl]phenyl]-[4-(5-methyloxazolo[4,5-b]pyridin-2-yl)piperazin-1-yl]methanone CC(CN1N=NC(=C1)C1=CC=C(C=C1)C(=O)N1CCN(CC1)C=1OC=2C(=NC(=CC2)C)N1)(C)C